(3aS,4S,6aR)-4-(5-(4-(2-(4-Chloro-3,5-diphenyl-1H-pyrazolo[3,4-c]pyridazin-1-yl)ethyl)piperazin-1-yl)-5-oxopentyl)tetrahydro-1H-thieno[3,4-d]imidazol-2(3H)-one ClC1=C2C(=NN=C1C1=CC=CC=C1)N(N=C2C2=CC=CC=C2)CCN2CCN(CC2)C(CCCC[C@@H]2SC[C@@H]1NC(N[C@@H]12)=O)=O